6-chloro-N-methoxy-4-((6-methyl-2-(N-methylsulfonylamino)pyridin-3-yl)amino)nicotinamide Ethyl-(tert-butoxycarbonyl)-L-asparaginate C(C)N([C@@H](CC(N)=O)C(=O)O)C(=O)OC(C)(C)C.ClC1=NC=C(C(=O)NOC)C(=C1)NC=1C(=NC(=CC1)C)NS(=O)(=O)C